2-(6-(1-((1S,3S,4S,5S,7S)-4,7-difluoro-1-methyl-8-azabicyclo[3.2.1]octan-3-yl)vinyl)pyridazin-3-yl)-5-(1H-imidazol-1-yl)phenol F[C@H]1[C@@H](C[C@]2([C@H](C[C@@H]1N2)F)C)C(=C)C2=CC=C(N=N2)C2=C(C=C(C=C2)N2C=NC=C2)O